C(C)(C)OC1=CC2=C(C(C=3NC4=CC(=CC=C4C3C2=O)C#N)(C)C)C=C1OC=C 9-Isopropoxy-6,6-dimethyl-11-oxo-8-vinyloxy-6,11-dihydro-5H-benzo[b]carbazole-3-carbonitrile